OC=1C=C2C(C=C(OC2=CC1)C1=CC=C(C=C1)C=1C=NC(=CC1)C)=O 6-hydroxy-2-(4-(6-methylpyridin-3-yl)phenyl)-4H-chromen-4-one